(d)-9,10-dihydroxy-hexadecanoic acid O[C@H](CCCCCCCC(=O)O)C(CCCCCC)O